lithium anthraquinone-2,6-dicarboxylate C1=C(C=CC=2C(C3=CC(=CC=C3C(C12)=O)C(=O)[O-])=O)C(=O)[O-].[Li+].[Li+]